tert-butyl (4-(((chlorocarbonyl)(methyl)amino)methyl)phenyl)carbamate ClC(=O)N(C)CC1=CC=C(C=C1)NC(OC(C)(C)C)=O